C1(CCCCCC1)NCC=1C=C(C=CC1)C1=CC=C(C=C1)C=1C=C(C2=C(NC(=N2)C)C1)C(=O)O 6-(3'-((cycloheptylamino)methyl)-[1,1'-biphenyl]-4-yl)-2-methyl-1H-benzo[d]imidazole-4-carboxylic acid